2-amino-1'-[5-fluoro-2-methylsulfinyl-6-[(3S)-3-hydroxy-3-methyl-1-piperidyl]pyrimidin-4-yl]spiro[5,6-dihydrocyclopenta[b]thiophene-4,3'-azetidine]-3-carbonitrile NC1=C(C2=C(S1)CCC21CN(C1)C1=NC(=NC(=C1F)N1C[C@@](CCC1)(C)O)S(=O)C)C#N